C(=O)(OC(C)(C)C)NC(COCC#C)(COCC#C)COCC#C Boc-amino-tris[(2-propynyloxy)methyl]methane